C(CC(C)CCC=C(C)C)(=O)OCCCO 3-hydroxypropyl citronellate